N-(5-((4-chlorobenzyl)amino)-1,3,4-thiadiazol-2-yl)-3-(naphthalen-1-yl)isonicotinamide ClC1=CC=C(CNC2=NN=C(S2)NC(C2=C(C=NC=C2)C2=CC=CC3=CC=CC=C23)=O)C=C1